NC=1C2=C(N=CN1)N(C=C2)[C@@H]2O[C@@H]([C@H]([C@H]2O)O)[C@@H]2OCCC1=CC(=C(C=C21)Cl)Cl (2R,3R,4S,5S)-2-(4-amino-7H-pyrrolo[2,3-d]pyrimidin-7-yl)-5-((R)-6,7-dichloroisochroman-1-yl)tetrahydrofuran-3,4-diol